C(C)(C)(C)C=1N=C(C2=C(N1)C(=CC(=N2)C2=CC=C(C=C2)OCC(C)(C)O)C(=O)N)N[C@@H]2CNCC[C@@H]2F tert-butyl-4-{[(3R,4S)-4-fluoropiperidin-3-yl]amino}-6-[4-(2-hydroxy-2-methylpropyloxy)phenyl]pyrido[3,2-d]pyrimidine-8-carboxamide